4-[(E)-3-(2-Hydroxy-4-methoxyphenyl)-3-oxoprop-1-enyl]-N-propylbenzamide OC1=C(C=CC(=C1)OC)C(/C=C/C1=CC=C(C(=O)NCCC)C=C1)=O